BrC=1C=C2CC(CC2=CC1)NC1=NC=C(C=N1)C(=O)NNC(CC(=O)OC(C)(C)C)=O tert-butyl 3-(2-(2-((5-bromo-2,3-dihydro-1H-inden-2-yl)amino)pyrimidine-5-carbonyl)hydrazineyl)-3-oxopropanoate